(R)-6-(6-cyanopyridin-3-yl)-N-(2-fluoro-3-hydroxy-3-methylbutyl)-4-((3-hydroxy-3-methylbutyl)amino)pyrrolo[1,2-b]pyridazine-3-carboxamide C(#N)C1=CC=C(C=N1)C=1C=C2N(N=CC(=C2NCCC(C)(C)O)C(=O)NC[C@H](C(C)(C)O)F)C1